IC1=CC=CC2=CC=CC(=C12)I 1,8-Diiodonaphthalene